((S)-2-((tert-butyldimethylsilyl)oxy)-1-(3-chlorophenyl)ethyl)-4-(4-fluoro-3-(2-methylpyridin-4-yl)-1-(tetrahydro-2H-pyran-2-yl)-1H-indazol-5-yl)pyridin-2(1H)-one [Si](C)(C)(C(C)(C)C)OC[C@H](C1=CC(=CC=C1)Cl)N1C(C=C(C=C1)C=1C(=C2C(=NN(C2=CC1)C1OCCCC1)C1=CC(=NC=C1)C)F)=O